(S)-dihydroxy-docosahexaenoic acid OC(=C(C(=O)O)O)C=CC=CC=CC=CC=CCCCCCCCCC